N-(4-(4-amino-1-isopropyl-7-((1r,4r)-4-((2-methoxy-2-methylpropyl)amino)cyclohexyl)-1H-pyrazolo[4,3-c]pyridin-3-yl)-2,5-difluorophenyl)-5-ethoxy-2-fluorobenzenesulfonamide NC1=NC=C(C2=C1C(=NN2C(C)C)C2=CC(=C(C=C2F)NS(=O)(=O)C2=C(C=CC(=C2)OCC)F)F)C2CCC(CC2)NCC(C)(C)OC